C(=CCCCCCCCCCCCCCCCC)N1C=C(C(C=C1)=O)O N-octadecenyl-3-hydroxypyridin-4-one